amino-7,8-difluoro-3,4-dihydro-1H-quinolin-2-one NN1C(CCC2=CC=C(C(=C12)F)F)=O